N-(4-(Benzyloxy)-2-((2R,3S,4S,5R)-3-(3,4-difluoro-2-methoxyphenyl)-4,5-dimethyl-5-(trifluoromethyl)tetrahydrofuran-2-yl)-1,6-naphthyridin-5-yl)methanesulfonamide C(C1=CC=CC=C1)OC1=CC(=NC2=CC=NC(=C12)NS(=O)(=O)C)[C@@H]1O[C@]([C@H]([C@H]1C1=C(C(=C(C=C1)F)F)OC)C)(C(F)(F)F)C